2-(2-((3r,4r)-3-amino-4-fluoropiperidin-1-yl)-5-chloro-1H-benzo[d]imidazol-1-yl)-N,N-dimethylacetamide N[C@@H]1CN(CC[C@H]1F)C1=NC2=C(N1CC(=O)N(C)C)C=CC(=C2)Cl